rhenium-lead [Pb].[Re]